CC1OC2(OC1)CC1=C(C=C(S1)N(CC1=C(C=CC=C1)Cl)C(C)=O)CC2 Methyl-2-[acetyl(2-chlorobenzyl)amino]-4,7-dihydro-5H-spiro[1-benzothiophene-6,2'-[1,3]dioxolane]